4-methoxy-3-bromoaniline COC1=C(C=C(N)C=C1)Br